C(C(C)C)(=O)N[C@H](C(=O)N1[C@@H]([C@H]2C([C@H]2C1)(C)C)C(=O)OC)C(C)(C)C methyl (1R,2S,5S)-3-((S)-2-isobutyramido-3,3-dimethylbutanoyl)-6,6-dimethyl-3-azabicyclo[3.1.0]hexane-2-carboxylate